(S)-N-(3-(2-(difluoromethoxy)-5-(methylthio)phenyl)-1-(2-hydroxybutyl)-1H-pyrazol-4-yl)pyrazolo[1,5-a]pyrimidine-3-carboxamide FC(OC1=C(C=C(C=C1)SC)C1=NN(C=C1NC(=O)C=1C=NN2C1N=CC=C2)C[C@H](CC)O)F